2-(((Butylsulfinyl)methyl)thio)-4-(1,2-dimethyl-1H-imidazol-5-yl)-6-(thiazol-2-yl)nicotinonitrile C(CCC)S(=O)CSC1=C(C#N)C(=CC(=N1)C=1SC=CN1)C1=CN=C(N1C)C